tert-butyl (4-(cyclohexylamino)butyl)carbamate C1(CCCCC1)NCCCCNC(OC(C)(C)C)=O